7-fluoro-5-methoxy-1-((2-(trimethylsilyl)ethoxy)methyl)-3-vinyl-1H-indazole FC=1C=C(C=C2C(=NN(C12)COCC[Si](C)(C)C)C=C)OC